ClC1=CC=C(C=C1)C(CN1N=C(C=C1CO)[N+](=O)[O-])O 1-(4-chlorophenyl)-2-[5-(hydroxymethyl)-3-nitro-pyrazol-1-yl]ethanol